O[C@@]1(C(N(CC1)C)=O)C1=CC(=NO1)C1=CC(=CC=C1)C1=NC(=NC=C1)NC1=NN(C=C1)C (R)-3-Hydroxy-1-methyl-3-(3-(3-(2-((1-methyl-1H-pyrazol-3-yl)amino)pyrimidin-4-yl)phenyl)isoxazol-5-yl)pyrrolidin-2-one